[Cl-].C(CCC)[N+]1=CN(C2=C1C=CC=C2)CCCC 1,3-Dibutylbenzimidazolium chloride